2-azido-5-bromopyridine-3-carbaldehyde N(=[N+]=[N-])C1=NC=C(C=C1C=O)Br